L-3,4-dihydroxyphenethylamine OC=1C=C(CCN)C=CC1O